C(#CC)C1=C2C=NNC2=C(C=C1)C(=O)OC methyl 4-(propane-1-yn-1-yl)-1H-indazole-7-carboxylate